NCC1=CC=C(COC2=NC=CC(=N2)N)C=C1 2-((4-(aminomethyl)benzyl)oxy)pyrimidin-4-amine